C(C)N1C2=C(OCC1)C=C(C(=C2)OC)\N=N\C2=CC=C(C=C2)[N+](=O)[O-] (E)-4-ethyl-6-methoxy-7-((4-nitrophenyl)diazenyl)-3,4-dihydro-2H-benzo[b][1,4]Oxazine